C(C)(=O)OCCOC1=NC=CC=C1OC1=C(C=C(C(=C1)N1C(N(C(=CC1=O)C(F)(F)F)C)=O)F)Cl [3-[2-chloro-4-fluoro-5-(1-methyl-6-trifluoromethyl-2,4-dioxo-1,2,3,4-tetrahydropyrimidin-3-yl) phenoxyl]-2-pyridyloxy]Ethyl acetate